(6-(methylsulfonyl)-4,5,6,7-tetrahydro-1H-pyrazolo[3,4-c]pyridin-3-yl)(4-(2-(trifluoromethyl)phenyl)piperidin-1-yl)methanone CS(=O)(=O)N1CC2=C(CC1)C(=NN2)C(=O)N2CCC(CC2)C2=C(C=CC=C2)C(F)(F)F